NC=1C2=C(N=CN1)N(C(=C2C2=CC(=C(C=C2)OC2=NC=CC(=N2)C)F)C2=C(C=C(C=C2)NC(C(=C)C2CC2)=O)F)C N-(4-(4-amino-5-(3-fluoro-4-((4-methylpyrimidin-2-yl)oxy)phenyl)-7-methyl-7H-pyrrolo[2,3-d]pyrimidin-6-yl)-3-fluorophenyl)-2-cyclopropylacrylamide